Tert-butyl 4-(7-methyl-2,3-dioxo-2,3-dihydropyrido[2,3-b]pyrazin-4(1H)-yl)piperidine-1-carboxylate CC1=CC2=C(N(C(C(N2)=O)=O)C2CCN(CC2)C(=O)OC(C)(C)C)N=C1